CCCCCCCCCCCCCCCCCCCC(=O)OC[C@H](COP(=O)([O-])OCC[N+](C)(C)C)OC(=O)CC/C=C\C/C=C\C/C=C\C/C=C\C/C=C\C/C=C\CC 1-eicosanoyl-2-(4Z,7Z,10Z,13Z,16Z,19Z-docosahexaenoyl)-sn-glycero-3-phosphocholine